S=N sulfanimine